ClC=1C=C(C=CC1F)NC(=O)[C@@H]1N(S(N[C@@H](C1)C=1C=NC=CC1)(=O)=O)C Cis-N-(3-Chloro-4-fluorophenyl)-2-methyl-5-(pyridin-3-yl)-1,2,6-thiadiazinane-3-carboxamide 1,1-dioxide